(S)-N-(2-((1-amino-1-oxo-3-phenylpropan-2-yl)amino)-2-oxoethyl)-3-(bis(pyridin-2-ylmethyl)amino)propanamide NC([C@H](CC1=CC=CC=C1)NC(CNC(CCN(CC1=NC=CC=C1)CC1=NC=CC=C1)=O)=O)=O